FC1=NC(=CC=C1N1CCN(CC1)CC=1C=C2NC(C=3N(C2=CC1)N=CC3C)=O)C(NC)=O 7-((4-(2-fluoro-6-(methylcarbamoyl)pyridin-3-yl)piperazin-1-yl)methyl)-3-methylpyrazolo[1,5-a]quinoxalin-4(5H)-one